3-[3-ethylsulfonyl-6-(1,2,4-triazol-1-yl)-2-pyridyl]-8-(2,2,3,3,3-pentafluoropropoxy)imidazo[1,5-a]pyridine C(C)S(=O)(=O)C=1C(=NC(=CC1)N1N=CN=C1)C1=NC=C2N1C=CC=C2OCC(C(F)(F)F)(F)F